NC1=NC=2C(=CC=CC2C=2N1N=C(C2)CC=2C(=C(C#N)C=CC2)F)OC 3-((5-amino-7-methoxypyrazolo[1,5-c]quinazolin-2-yl)methyl)-2-fluorobenzonitrile